1,3,5-tris(3,5-di-tert-butyl-4-hydroxybenzyl)-1,3,5-triazin-2,4,6(1H,3H,5H)-trione C(C)(C)(C)C=1C=C(CN2C(N(C(N(C2=O)CC2=CC(=C(C(=C2)C(C)(C)C)O)C(C)(C)C)=O)CC2=CC(=C(C(=C2)C(C)(C)C)O)C(C)(C)C)=O)C=C(C1O)C(C)(C)C